N5-(4-(6-Bromoimidazo[1,2-a]pyridin-3-yl)pyrimidin-2-yl)-N2-(tetrahydro-2H-pyran-4-yl)pyridine-2,5-diamine BrC=1C=CC=2N(C1)C(=CN2)C2=NC(=NC=C2)NC=2C=CC(=NC2)NC2CCOCC2